ClC=1C=CC2=C(C(C(=CO2)CS(=O)(=O)C2=CC=C(C)C=C2)=O)C1 6-chloro-3-((p-toluenesulfonyl)methyl)benzopyran-4-one